3-(tert-butyl-dimethyl-siloxy)-2-fluorophenylboronic acid C(C)(C)(C)[Si](OC=1C(=C(C=CC1)B(O)O)F)(C)C